BrC=1C=C(C=CC1)[C@@H](C)NC1=NC(=NC2=CC(=C(C=C12)OC)OCCCCCCCCN1CCC(CC1)C1=C2CN(C(C2=CC(=C1)F)=O)C1C(NC(CC1)=O)=O)C 3-(4-(1-(8-((4-(((R)-1-(3-bromophenyl)ethyl)amino)-6-methoxy-2-methyl-quinazolin-7-yl)oxy)octyl)piperidin-4-yl)-6-fluoro-1-oxoisoindolin-2-yl)piperidine-2,6-dione